CS(=O)(=O)NC1=CC=C(COC2=CC=C(C=C2)C=2N=CN(C2)C(=O)NCC2CN(C2)C2=CC=CC=C2)C=C1 4-(4-((4-(methylsulfonamido)benzyl)oxy)phenyl)-N-((1-phenylazetidin-3-yl)methyl)-1H-imidazole-1-carboxamide